bis(tert-butylimino)bis(dimethylamino)tungsten(VI) C(C)(C)(C)N=[W](N(C)C)(N(C)C)=NC(C)(C)C